6-amino-5-(1-(2-fluorobenzyl)-1H-pyrazol-4-yl)pyrimidin NC1=C(C=NC=N1)C=1C=NN(C1)CC1=C(C=CC=C1)F